3-fluoro-pyridine-2-carboxamide FC=1C(=NC=CC1)C(=O)N